CC1=CC=2C(N3C(=NC2C(=C1)[C@@H](C)NC=1N=CSC1C(=O)O)C1(CC3)CCCC1)=O (R)-4-((1-(7'-methyl-9'-oxo-1',2'-dihydro-9'H-spiro[cyclopentane-1,3'-pyrrolo[2,1-b]quinazolin]-5'-yl)ethyl)amino)thiazole-5-carboxylic acid